COC([C@@H](N(C(N([C@@H]1CN(CCC1)C(=O)C1[N@@](C1)C(C1=CC=CC=C1)(C1=CC=CC=C1)C1=CC=CC=C1)C)=O)C)C(C)C)=O.FC1=CN(C2=CC=C(C=C12)NC(CCC)=O)C N-(3-fluoro-1-methylindol-5-yl)butanamide methyl-N-methyl-N-(methyl((S)-1-((R)-1-tritylaziridine-2-carbonyl)piperidin-3-yl)carbamoyl)-L-valinate